4-(6-(3-(3-fluorophenyl)-1H-pyrazol-1-yl)-2-(2-(1-methyl-1H-pyrazol-4-yl)ethoxy)pyrimidin-4-yl)morpholine FC=1C=C(C=CC1)C1=NN(C=C1)C1=CC(=NC(=N1)OCCC=1C=NN(C1)C)N1CCOCC1